C(C)(=O)N1[C@H]([C@@H](N(CC1)C(C=C)=O)C)C1=CC(=NC(=C1)Cl)C1=CC(=NC=N1)C(=O)NC 6-(4-((2s,3S)-1-acetyl-4-acryloyl-3-methylpiperazin-2-yl)-6-chloropyridin-2-yl)-N-methylpyrimidine-4-carboxamide